P(=O)(OC[C@]1(O[C@H]([C@@H]([C@@H]1O)O)C1=CC=C2C(=NC=NN21)N)C#N)(OC[C@H](COCCCCCCCCCCCCCCCCCC)OC=2C=NC(=CC2)C#N)O ((2R,3S,4R,5S)-5-(4-aminopyrrolo[2,1-f][1,2,4]triazin-7-yl)-2-cyano-3,4-dihydroxytetrahydrofuran-2-yl)methyl ((S)-2-((6-cyanopyridin-3-yl)oxy)-3-(octadecyloxy)propyl) hydrogen phosphate